2-(aminomethyl)-N,N-diethyl-1-phenylcyclopropanecarboxamide NCC1C(C1)(C(=O)N(CC)CC)C1=CC=CC=C1